Tert-butyl 5-((1R,2S)-2-(hydroxymethyl) cyclopropyl)-2,2-dimethylvalerate OC[C@@H]1[C@@H](C1)CCCC(C(=O)OC(C)(C)C)(C)C